OC(C)CC=C 2-hydroxypent-4-en